6-chloro-3-((1-(9-methyl-5-morpholino-2-(perfluoroethyl)imidazo[1,2-c]quinazolin-7-yl)ethyl)amino)picolinic acid ClC1=CC=C(C(=N1)C(=O)O)NC(C)C1=CC(=CC=2C=3N(C(=NC12)N1CCOCC1)C=C(N3)C(C(F)(F)F)(F)F)C